C1CC(CCC1CC#N)N2C(=NC3=CN=C4C(=C32)C=CN4)CC(=O)NCCC#N N-(2-Cyanoethyl)-2-(1-((1r,4r)-4-(cyanomethyl)cyclohexyl)-1,6-dihydroimidazo[4,5-d]pyrrolo[2,3-b]pyridin-2-yl)acetamide